C(C1=CC=CC=C1)N1C(C2(C1)C[C@H]([C@H](C2)O)NS(=O)(=O)C2=CC=C(C=C2)OC(F)(F)F)C(C)C N-((6R,7S)-2-benzyl-7-hydroxy-1-isopropyl-2-azaspiro[3.4]octan-6-yl)-4-(trifluoromethoxy)benzenesulfonamide